C1(CC1)C=1C=C(C(=C(C1)O)C=1C=2N(C(=NN1)N[C@H]1COCCC1)C=CC2)F 5-cyclopropyl-3-fluoro-2-(4-{[(3R)-oxan-3-yl]amino}pyrrolo[1,2-d][1,2,4]triazin-1-yl)phenol